tert-Butyl 2-((((9H-fluoren-9-yl)methoxy) carbonyl)(methyl)amino)-3-(4-isopropylphenyl)propanoate C1=CC=CC=2C3=CC=CC=C3C(C12)COC(=O)N(C(C(=O)OC(C)(C)C)CC1=CC=C(C=C1)C(C)C)C